F[C@H]1[C@@H](CN(C1)C)OCC1=C(N(N=C1)C)C1=CC=2N(C=C1)N=C(C2)NC(=O)C2CC2 N-[5-[4-[[(3R,4R)-4-fluoro-1-methyl-pyrrolidin-3-yl]oxymethyl]-2-methyl-pyrazol-3-yl]pyrazolo[1,5-a]pyridin-2-yl]cyclopropanecarboxamide